trans-rac-N-(2-Chloro-5-(2,2-dichloro-3-(3,5-dichlorophenyl)cyclopropane-1-carboxamido)phenyl)-4-ethynylbenzamide ClC1=C(C=C(C=C1)NC(=O)[C@@H]1C([C@H]1C1=CC(=CC(=C1)Cl)Cl)(Cl)Cl)NC(C1=CC=C(C=C1)C#C)=O |r|